ethyl trans-1-[([(1R)-1-(4-cyclopropyl-3,5-diethoxyphenyl)ethyl] {2-[(1S)-1-phenylethoxy]ethyl}carbamoyl)amino]-3-ethoxycyclobutane-1-carboxylate C1(CC1)C1=C(C=C(C=C1OCC)[C@@H](C)N(C(=O)NC1(CC(C1)OCC)C(=O)OCC)CCO[C@@H](C)C1=CC=CC=C1)OCC